(R)-methyl 2-(4-(3,3-dimethyl-6-oxo-2,3,6,7-tetrahydrofuro[2,3-b]pyridin-5-yl)piperidine-1-carboxamido)-3-(7-methyl-1H-indazol-5-yl)propanoate CC1(COC=2NC(C(=CC21)C2CCN(CC2)C(=O)N[C@@H](C(=O)OC)CC=2C=C1C=NNC1=C(C2)C)=O)C